ClC=1C(N(C(=C(C1)C1=C(C=CC(=C1)OC)Cl)C1=C(C=CC=C1F)F)CC)=O 3-chloro-5-(2-chloro-5-methoxyphenyl)-6-(2,6-difluorophenyl)-1-ethylpyridine-2(1H)-one